N-(5-Cyano-4-(((R)-tetrahydrofuran-3-yl)amino)pyridin-2-yl)-7-formyl-6-(((R)-N-methyltetrahydrofuran-3-carboxamido)methyl)-3,4-dihydro-1,8-naphthyridin-1(2H)-carboxamide C(#N)C=1C(=CC(=NC1)NC(=O)N1CCCC2=CC(=C(N=C12)C=O)CN(C(=O)[C@H]1COCC1)C)N[C@H]1COCC1